1,2-benzothiazole-3-carboxylic acid S1N=C(C2=C1C=CC=C2)C(=O)O